NCC[C@H]1CN(CCO1)CC#CC1=CC2=C(N(C(N2C)=O)C2C(NC(CC2)=O)=O)C=C1 3-[5-[3-[(2S)-2-(2-aminoethyl)morpholin-4-yl]prop-1-ynyl]-3-methyl-2-oxo-benzimidazol-1-yl]piperidine-2,6-dione